tert-butyl 4-[8-({8-fluoro-2-methylimidazo[1,2-a]pyridin-6-yl} carbamoyl) quinoxalin-5-yl]-2,6-dimethylpiperazine-1-carboxylate FC=1C=2N(C=C(C1)NC(=O)C=1C=CC(=C3N=CC=NC13)N1CC(N(C(C1)C)C(=O)OC(C)(C)C)C)C=C(N2)C